Heptadecan-9-yl (Z)-6-(cyanoimino)-2-methyl-11-(8-(nonyloxy)-8-oxooctyl)-2,5,7,11-tetraazanonadecan-19-oate C(#N)\N=C(/NCCN(C)C)\NCCCN(CCCCCCCC(=O)OC(CCCCCCCC)CCCCCCCC)CCCCCCCC(=O)OCCCCCCCCC